5-bromo-N-(5-cyano-2-(4-(2,4-difluorophenoxy)piperidin-1-yl)phenyl)-2-methoxybenzamide BrC=1C=CC(=C(C(=O)NC2=C(C=CC(=C2)C#N)N2CCC(CC2)OC2=C(C=C(C=C2)F)F)C1)OC